ClC=1C=C(C(=NC1)COC)NC(\C=C\C1=CC=C2C(=NNC2=C1)C#N)=O (E)-N-(5-chloro-2-(methoxymethyl)pyridin-3-yl)-3-(3-cyano-1H-indazol-6-yl)acrylamide